C(C)(C)N1N=CC(=C1)C1=NC(=NC=C1C)N 4-(1-isopropyl-1H-pyrazol-4-yl)-5-methylpyrimidine-2-amine